N-(3-Azidopropyl)-4-(N-(cyanomethyl)-N-(5-((4S)-2-oxohexahydro-1H-thieno[3,4-d]imidazol-4-yl)pentanoyl)sulfamoyl)benzamide N(=[N+]=[N-])CCCNC(C1=CC=C(C=C1)S(N(C(CCCC[C@@H]1SCC2NC(NC21)=O)=O)CC#N)(=O)=O)=O